C1(CC1)CS(=O)(=O)NC1=CC(=C(C(=O)NC2=NC(=NC(=C2)C)N2CC(C2)(F)F)C=C1)N1CCC2(CC2)CC1 4-((Cyclopropylmethyl)sulfonamido)-N-(2-(3,3-difluoroazetidin-1-yl)-6-methylpyrimidin-4-yl)-2-(6-azaspiro[2.5]octan-6-yl)benzamide